FC1=CC=C(C(=O)N2C[C@@H](N(C[C@@H]2C)C(=O)OC(C)(C)C)C)C=C1 |&1:12| tert-butyl (2S,SR)-4-(4-fluorobenzoyl)-2,5-dimethylpiperazine-1-carboxylate